ethyl-5-bromo-1-cyclopentyl-1H-pyrazole C(C)C1=NN(C(=C1)Br)C1CCCC1